monobromotetracene BrC1=CC=CC2=CC3=CC4=CC=CC=C4C=C3C=C12